N1C(CNC=2C1=NC=CN2)=O 3,4-dihydropyrazino[2,3-b]pyrazine-2(1H)-one